Cl.NC1CCC(CC1)NC=1C=C(C=CC1Br)C1=NNC(O1)=O 5-(3-{[(1r,4r)-4-aminocyclohexyl]amino}-4-bromophenyl)-1,3,4-oxadiazol-2(3H)-one hydrochloride